furo[4,5-b]pyridine O1C=CC2=NC=CC=C21